(6-methylpyridine-2-carboxylic acid) iridium [Ir].CC1=CC=CC(=N1)C(=O)O